BrC=1C=CC=2N(C1)C(=CN2)C2=NC=CC(=N2)N2C[C@H](C[C@H](C2)C)N=S(=O)(C)C (((3S,5R)-1-(2-(6-bromoimidazo[1,2-a]pyridin-3-yl)pyrimidin-4-yl)-5-methylpiperidin-3-yl)imino)dimethyl-λ6-sulfanone